COC1=CC=C(CC2CC=3NC(C=C(C3O2)OCOC)=O)C=C1 (4-methoxybenzyl)-7-methoxymethoxy-2,3-dihydrofuro[3,2-b]pyridin-5(4H)-one